N-(1-(Ethylsulfonyl)piperidin-4-yl)-4-(2-methylthiazol-5-yl)-5-(trifluoromethyl)pyrimidin-2-amine C(C)S(=O)(=O)N1CCC(CC1)NC1=NC=C(C(=N1)C1=CN=C(S1)C)C(F)(F)F